ClC1=C(C(=CC(=C1)C(F)(F)F)Cl)N1N=C(C(=C(C1=O)N1N=C(C=C1)C(F)(F)F)O)CC [2,6-dichloro-4-(trifluoromethyl)phenyl]-6-ethyl-5-hydroxy-4-[3-(trifluoromethyl)-1H-pyrazol-1-yl]pyridazin-3(2H)-one